C(#C)C=1C(=CC(=NC1)OC)OC=1C(=NC(=NC1)N)N 5-((5-ethynyl-2-methoxy-pyridin-4-yl)oxy)pyrimidine-2,4-diamine